3-[(4-cyclopropyl-7-hydroxy-3-tetrahydropyran-4-yl-1-isoquinolinyl)oxy]cyclobutanecarboxylic acid C1(CC1)C1=C(N=C(C2=CC(=CC=C12)O)OC1CC(C1)C(=O)O)C1CCOCC1